C(CCCCCCCCCCCC)(=O)N[C@@H](C(C)C)C(=O)O N-n-tridecanoyl-valine